[Al+3].C(C)C(C(CC(=O)[O-])=O)CC.C(C)C(C(CC(=O)[O-])=O)CC.C(C)C(C(CC(=O)[O-])=O)CC diethylacetoacetate aluminum